8-methyl-5,6,7,8-tetrahydro-[1,2,4]triazolo[4,3-a]pyridine CC1C=2N(CCC1)C=NN2